C(C)(C)(C)OC(=O)N[C@H](C(=O)NC(C(=O)[O-])CC)CC1=CC=C(C=C1)F [[(2S)-2-(tert-butoxycarbonylamino)-3-(4-fluorophenyl)propanoyl]amino]butanoate